COC(=O)C1=CC=C(C=C1)/C=C/C(=O)C1=CC=C(OCCCC(=O)O)C=C1 4-[4-[(E)-3-(4-Methoxycarbonylphenyl)prop-2-enoyl]phenoxy]butanoic acid